(R)-methyl 6-(3-hydroxypyrrolin-1-yl)picolinate OC1=CN(CC1)C1=CC=CC(=N1)C(=O)OC